CNC(=O)C1NC(CC1)=O 2-(methylcarbamoyl)-5-oxopyrrolidin